ClC=1C=NC(=C2C(C=C(N(C12)C1=C(C=CC=C1Cl)Cl)C)=O)OCCNS(=O)(=O)C N-(2-((8-chloro-1-(2,6-dichlorophenyl)-2-methyl-4-oxo-1,4-dihydro-1,6-naphthyridin-5-yl)oxy)ethyl)methanesulfonamide